FC=1C=C(C(=O)NCC=2NC=C(N2)C)C=CC1C1=NC2=CC=C3C(=C2C=2CCCCC12)C=NN3 3-fluoro-N-((4-methyl-1H-imidazol-2-yl)methyl)-4-(8,9,10,11-tetrahydro-3H-pyrazolo[4,3-a]phenanthridin-7-yl)benzamide